2-(4-fluorophenyl)-3,8-dioxo-2,3,5,6,7,8-hexahydroisoquinoline-4-carbonitrile FC1=CC=C(C=C1)N1C=C2C(CCCC2=C(C1=O)C#N)=O